2-[[3-(2-Chloro-6-methyl-4-pyridyl)-2-(3-cyanophenyl)pyrazolo[1,5-a]pyrimidin-5-yl]amino]acetamide ClC1=NC(=CC(=C1)C=1C(=NN2C1N=C(C=C2)NCC(=O)N)C2=CC(=CC=C2)C#N)C